BrC1=C(N=C2N(C1=O)C=CC=C2)N[C@@H]2C[C@@H](CN(C2)C)C2=CC=C(OCCCCCOC1=C3C(N(C(C3=CC=C1)=O)C1C(NC(CC1)=O)=O)=O)C=C2 4-[5-[4-[(3R,5R)-5-[(3-Bromo-4-oxo-pyrido[1,2-a]pyrimidin-2-yl)amino]-1-methyl-3-piperidyl]phenoxy]pentoxy]-2-(2,6-dioxo-3-piperidyl)isoindoline-1,3-dione